Butyl 3-(4-(((methylsulfonyl)oxy)methyl)pent-4-enoyl)-6,7-dihydro-2H-pyrazolo-[4,3-c]pyridine-5(4H)-carboxylate CS(=O)(=O)OCC(CCC(=O)C=1NN=C2C1CN(CC2)C(=O)OCCCC)=C